OC(CO)C1=C(C=CC(=C1)N)N 2-(1,2-Dihydroxyethyl)-p-phenylendi-amin